C1CC(N2C1=CC=1C=CC=CC21)=O 1,2-dihydropyrrolo[1,2-a]indol-3-one